[Au+3].S(=O)([O-])[O-].S(=O)([O-])[O-].S(=O)([O-])[O-].[Au+3] sulfite gold salt